COC(=O)C=1N=C2C(=NC1)N(C(=C2)C2=CC=CC=C2)C 5-methyl-6-phenyl-5H-pyrrolo[2,3-b]Pyrazine-2-carboxylic acid methyl ester